sodium 1,5-naphthalenedisulfonate C1(=CC=CC=2C(=CC=CC12)S(=O)(=O)[O-])S(=O)(=O)[O-].[Na+].[Na+]